C(=O)C(CCC[C@H](N)C(=O)O)N 6-Formyl-Lysine